C(=C\CCC)/OC=1SC2=C(N1)C=CC=C2 2-[(1E)-1-penten-1-yloxy]-1,3-benzothiazole